S-(2-iodobenzyl) ethanethioate C(C)(SCC1=C(C=CC=C1)I)=O